FC(COC=1C=CC2=NN(C(C(=C2N1)C1=CC=C(C=C1)OC(F)F)=O)C=1C=CC2=C(N(C=N2)C)C1)F 6-(2,2-difluoroethoxy)-4-(4-(difluoromethoxy)phenyl)-2-(1-methyl-1H-benzo[d]imidazol-6-yl)pyrido[3,2-c]pyridazin-3(2H)-one